ClC(C1=CC=CC=C1)([Ru+])Cl dichlorobenzyl-ruthenium (II)